4-(2-(4-(1H-imidazole-5-yl)piperidin-1-yl)acetyl)-N-(3-chlorophenethyl)piperazine-1-carboxamide N1C=NC=C1C1CCN(CC1)CC(=O)N1CCN(CC1)C(=O)NCCC1=CC(=CC=C1)Cl